OC1=C(CNC2=NC(=C3NC=NC3=N2)N)C=CC=C1O 2-(2,3-dihydroxybenzylamino)-6-aminopurine